[Si].[Ni].[Si].[Cr].[Ni] nickel chromium silicon nickel silicon